FC(SC1=CC=C(C=C1)N1N=C2CCNCC3C2=C1CCN3C(=O)[O-])(F)F 2-(4-((trifluoromethyl)thio)phenyl)-2,3,4,5a,6,7,8,9-octahydro-5H-1,2,5,7-tetraazabenzo[cd]azulene-5-carboxylate